2-oxo-2-[(2R,5S)-5-methyl-2-[2-[2-(dimethylamino)-1-methyl-ethyl]-1,3-benzothiazol-5-yl]-1-piperidyl]-N-[1-(2-trimethylsilylethoxymethyl)pyrazolo[4,3-c]pyridin-7-yl]acetamide O=C(C(=O)NC=1C2=C(C=NC1)C=NN2COCC[Si](C)(C)C)N2[C@H](CC[C@@H](C2)C)C=2C=CC1=C(N=C(S1)C(CN(C)C)C)C2